FC1=NC=C(C(=C1)C(=O)O)N 2-fluoro-4-carboxy-5-aminopyridine